1,2-ethanediamide diisocyanate [N-]=C=O.[N-]=C=O.C(C(=O)N)(=O)N